N,N',N''-((1,3,5-triazinane-1,3,5-triyl)tris(2-oxoethane-2,1-diyl))tris(6-(2,5-dioxo-2,5-dihydro-1H-pyrrol-1-yl)hexanamide) N1(CN(CN(C1)C(CNC(CCCCCN1C(C=CC1=O)=O)=O)=O)C(CNC(CCCCCN1C(C=CC1=O)=O)=O)=O)C(CNC(CCCCCN1C(C=CC1=O)=O)=O)=O